4-(3,5-difluorophenyl)-N-(5-hydroxypyridin-2-yl)piperazine-1-carboxamide FC=1C=C(C=C(C1)F)N1CCN(CC1)C(=O)NC1=NC=C(C=C1)O